Phenylpropyl-ammonium bromide [Br-].C1(=CC=CC=C1)CCC[NH3+]